C(CCC)C1=C(C=CC=C1)N=NC1=CC=C(C=C1)O 4-(n-butylphenyl-diazenyl)phenol